(3R,4R)-8-(8-((2,3-dichlorophenyl)thio)-[1,2,4]triazolo[4,3-c]pyrimidin-5-yl)-3-methyl-2-oxa-8-azaspiro[4.5]decan-4-amine ClC1=C(C=CC=C1Cl)SC=1C=2N(C(=NC1)N1CCC3([C@H]([C@H](OC3)C)N)CC1)C=NN2